C1(=CC=C(C=C1)C=1N=C(NN(C1)C1=CC=C(C=C1)C1=CC=CC=C1)C1=C(C=C(C=C1)OCC(CCCC)CC)O)C1=CC=CC=C1 2-[4,6-bis(biphenyl-4-yl)-1,3,6-triazin-2-yl]-5-[(2-ethylhexyl)oxy]phenol